[Pb].[Bi].[Ag].[Cu] copper-silver-bismuth-lead